6-bromo-N,N-dimethyl-1,2,3,4-tetrahydronaphthalen-2-amine BrC=1C=C2CCC(CC2=CC1)N(C)C